3-amino-4-hydroxyphthalic acid hydrochloride Cl.NC1=C(C(C(=O)O)=CC=C1O)C(=O)O